N[C@@H]1C2=CC=CC=C2CC12CCN(CC2)C=2C(=NC(=CN2)N2CCCC1=NC=CC=C21)CO {3-[(3S)-3-amino-1,3-dihydrospiro[indene-2,4'-piperidin]-1'-yl]-6-(1,2,3,4-tetrahydro-1,5-naphthyridin-1-yl)pyrazin-2-yl}methanol